C1C(C1)=C1C(C=CC=C1)NC(=O)C=1C(=NN(C1)C)C(F)F 3-difluoromethyl-1-methyl-1H-pyrazole-4-carboxylic acid (2-cyclopropyl-2-yl-phenyl)-amide